tert-butyl 4-chlorocarbonyl-3,5-dimethyl-piperazine-1-carboxylate ClC(=O)N1C(CN(CC1C)C(=O)OC(C)(C)C)C